(S)-2-acetamido-4-methylpentanoic acid benzyl ester C(C1=CC=CC=C1)OC([C@H](CC(C)C)NC(C)=O)=O